NC(C[C@@H](C(=O)O)NC(CC[C@@H](C)[C@H]1CC[C@H]2[C@@H]3CC[C@@H]4C[C@@H](CC[C@@]4([C@H]3CC[C@]12C)C)O)=O)=O (S)-4-amino-2-((R)-4-((3R,5R,8R,9S,10S,13R,14S,17R)-3-hydroxy-10,13-dimethyl-hexadecahydro-1H-cyclopenta[a]phenanthren-17-yl)pentanamido)-4-oxobutanoic acid